5-((dimethylamino)methyl)-N-(6-fluoro-1-methyl-1H-benzo[d]imidazol-2-yl)-N-methylbenzo[d]oxazol-2-amine CN(C)CC=1C=CC2=C(N=C(O2)N(C)C2=NC3=C(N2C)C=C(C=C3)F)C1